Dimethyloxazoline CC1COC(=N1)C